1-(2,6-dioxopiperidin-3-yl)-1H-pyrrolo[2,3-b]pyridine-5-sulfonyl fluoride O=C1NC(CCC1N1C=CC=2C1=NC=C(C2)S(=O)(=O)F)=O